C[C@@H]1NC2(CC2)C[C@H](C1)O (5S,7S)-5-methyl-4-azaspiro[2.5]octan-7-ol